C(C)(C)N(CCNC(=O)C=1SC(=CC1)Br)C(C)C N-(2-(diisopropylamino)ethyl)-5-bromo-thiophene-2-carboxamide